COC1=C(C(F)(F)F)C=CC=C1OC 2,3-dimethoxytrifluorotoluene